2-(3,5-dichloro-4-((3-cyclopropyl-2-oxo-2,3-dihydro-1H-benzo[d]imidazol-5-yl)oxy)phenyl)-3,5-dioxo-2,3,4,5-tetrahydro-1,2,4-triazine-6-carbonitrile ClC=1C=C(C=C(C1OC1=CC2=C(NC(N2C2CC2)=O)C=C1)Cl)N1N=C(C(NC1=O)=O)C#N